CC(C(=O)OCCC1=NOC(=C1)C1=CC=CC=C1)CCCCC(=O)N1CCC2=CC=C(C=C12)N1CC(CC1)(F)F 2-(5-phenylisoxazol-3-yl)ethan-1-ol methyl-7-(6-(3,3-difluoropyrrolidin-1-yl)indolin-1-yl)-7-oxoheptanoate